FC(C(=O)O)(F)F.FC1=C(C=CC=C1)S(=O)(=O)NC=1C(=NC=C(C1)C=1C=C2C(=CC=NC2=C(C1)C)N1CCNCC1)OC 2-Fluoro-N-(2-methoxy-5-(8-methyl-4-(piperazin-1-yl)quinolin-6-yl)pyridin-3-yl)benzenesulfonamide trifluoroacetate